C(=O)(O)C(CC=1C(=O)NC(C1)=O)CCCC β-carboxyhexylmaleimide